C(C1CO1)OC1=C(C=CC=C1CC1CO1)CC1CO1 2,6-diglycidylphenyl glycidyl ether